ClC1=NC=C(C(=C1)N1CCC(CC1)(C)CO)C#CC=1C=NN(C1)C(F)(F)F (1-(2-chloro-5-((1-(trifluoromethyl)-1H-pyrazol-4-yl)ethynyl)pyridin-4-yl)-4-methylpiperidin-4-yl)methanol